C1(CCC1)CNCC=1NC2=CC(=CC=C2C1)CN1C(C2=CN=CC(=C2C=C1)N1CCC(CC1)O)=O 2-[(2-{[(cyclobutylmethyl)amino]methyl}-1H-indol-6-yl)methyl]-5-(4-hydroxypiperidin-1-yl)-1,2-dihydro-2,7-naphthyridin-1-one